N1(CCC1)C1=C(C=CC=C1)N1N=C(C=C1C1=CC=C2C=NN(C2=C1)CCC)COC(C(=O)O)(C)C 2-([1-[2-(Azetidin-1-yl)phenyl]-5-(1-propyl-1H-indazol-6-yl)-1H-pyrazol-3-yl]methoxy)-2-methylpropanoic acid